4-[(R)-amino(4,5-dichloro-2-hydroxyphenyl)methyl]-N-(2-hydroxyethyl)piperidine-1-carboxamide N[C@H](C1CCN(CC1)C(=O)NCCO)C1=C(C=C(C(=C1)Cl)Cl)O